FC=1C=C2C(NN=C(C2=CC1F)C(C)N(C(C1=CC(=CC=C1)C(F)F)=O)C)=O N-(1-(6,7-difluoro-4-oxo-3,4-dihydrophthalazin-1-yl)ethyl)-3-(difluoromethyl)-N-methylbenzamide